FC(OC1=CC=C(C=N1)\C=C\C(CCCCC1=NC=2NCCCC2C=C1)=O)F (E)-1-(6-(difluoromethoxy)pyridin-3-yl)-7-(5,6,7,8-tetrahydro-1,8-naphthyridin-2-yl)hept-1-en-3-one